ClC=1C=C(C=CC1F)N(C(=O)[C@H]1N(C(OC1)=O)C1=NC(=CC(=C1)C(F)(F)F)CC)C (S)-N-(3-Chloro-4-fluorophenyl)-3-(6-ethyl-4-(trifluoromethyl)pyridin-2-yl)-N-methyl-2-oxooxazolidine-4-carboxamide